ClC=1C=C(C=C(C1)Cl)C1=NC(=CC(=C1)CN1CCC(CC1)CNC(=O)NC)OC=1C=NC(=NC1)N1CCNCC1 1-((1-((2-(3,5-dichlorophenyl)-6-((2-(piperazin-1-yl)pyrimidin-5-yl)oxy)pyridin-4-yl)methyl)piperidin-4-yl)methyl)-3-methylurea